2-[[4-amino-8-[cis-4-(tert-butoxycarbonylamino)cyclohexoxy]-5,5-dimethyl-6H-benzo[h]quinazolin-7-yl]-methyl-amino]acetic acid NC1=NC=NC=2C3=C(CC(C12)(C)C)C(=C(C=C3)O[C@@H]3CC[C@@H](CC3)NC(=O)OC(C)(C)C)N(CC(=O)O)C